Cadmium(II) chloride [Cl-].[Cd+2].[Cl-]